1-methyl-1,6-dihydro-7H-pyrrolo[2,3-c]pyridin-7-one CN1C=CC2=C1C(NC=C2)=O